N,N-diethylamino-acetylsalicylate C(C)N(CC)C1=C(C(C(=O)[O-])=CC=C1)OC(C)=O